C(C)(=O)O[C@@H]1[C@H](OC([C@@H]([C@H]1OC(C)=O)OC(C)=O)OC(C)=O)C(=O)OCC=C allyl (2S,3S,4S,5R)-3,4,5,6-tetraacetoxytetrahydropyran-2-carboxylate